2-nitrobenzylalcohol [N+](=O)([O-])C1=C(CO)C=CC=C1